5-methyl-N-(5-(1-(3-methylbut-2-en-1-yl)piperidin-4-yl)-2',3',4',5'-tetrahydro-[1,1'-biphenyl]-2-yl)isoxazole-3-carboxamide CC1=CC(=NO1)C(=O)NC1=C(C=C(C=C1)C1CCN(CC1)CC=C(C)C)C=1CCCCC1